(R)-2-(chloromethyl)-1-tosylaziridine ClCC1[N@@](C1)S(=O)(=O)C1=CC=C(C)C=C1